2,5-dimethylpyrrole CC=1NC(=CC1)C